BrC1=CC=CC2=NC(N=C21)(F)F 4-bromo-2,2-difluorobenzo[d][1,3]diazole